1-[(2,4-difluorophenyl)methyl]-3-[(2,3-dihydro-1-benzofuran-5-yl)methyl]-1-(1-methylpiperidin-4-yl)urea FC1=C(C=CC(=C1)F)CN(C(=O)NCC=1C=CC2=C(CCO2)C1)C1CCN(CC1)C